(S)-2-chloro-1-fluoro-12-(methylthio)-5a,6,7,8,9,10-hexahydro-5H-4-oxa-3,10a,11,13-tetraazanaphtho[1,8-ab]heptalene ClC=1C(=C2N=C(N=C3C2=C(OC[C@@H]2CCCCCN32)N1)SC)F